C(C)(C)(C)[C@@]1(N(S(OC1)(=O)=O)C(=O)O)C (S)-tert-butyl-4-methyl-1,2,3-oxathiazolidine-3-carboxylic acid 2,2-dioxide